NC([C@H](C[C@H]1C(NCCC1)=O)NC([C@H](CC1CC1)NC(=O)C=1NC2=C(C(=CC=C2C1)F)Br)=O)=O N-((S)-1-(((S)-1-amino-1-oxo-3-((S)-2-oxopiperidin-3-yl)propan-2-yl)amino)-3-cyclopropyl-1-oxopropan-2-yl)-7-bromo-6-fluoro-1H-indole-2-carboxamide